4-methyl-2-(1,2,4-triazol-1-yl)-1,3,4-thiadiazin-5-one CN1N=C(SCC1=O)N1N=CN=C1